methyl 2-((S)-1-(4-(6-((3-fluoroquinolin-8-yl) methoxy) pyridin-2-yl) piperidin-1-yl) ethyl)-1-(((S)-oxetan-2-yl) methyl)-1H-benzo[d]imidazole-6-carboxylate FC=1C=NC2=C(C=CC=C2C1)COC1=CC=CC(=N1)C1CCN(CC1)[C@@H](C)C1=NC2=C(N1C[C@H]1OCC1)C=C(C=C2)C(=O)OC